1-(6-Chloro-1-(cis-3-(methylsulfonyl)cyclobutoxy)-2,7-naphthyridin-4-yl)-1-cyclopropylethan-1-ol ClC=1C=C2C(=CN=C(C2=CN1)O[C@@H]1C[C@@H](C1)S(=O)(=O)C)C(C)(O)C1CC1